5-((1S,2R)-1-(6-chloro-8-(1-chloroethyl)-4-cyclopropyl-1,1-dioxido-3,4-dihydro-2H-benzo[e][1,2,4]thiadiazin-2-yl)-2-(6-fluoro-2,3-dimethylphenyl)propyl)-1,3,4-oxadiazol-2(3H)-one ClC=1C=C(C2=C(N(CN(S2(=O)=O)[C@@H]([C@H](C)C2=C(C(=CC=C2F)C)C)C2=NNC(O2)=O)C2CC2)C1)C(C)Cl